di-n-butylaluminum chloride C(CCC)[Al](CCCC)Cl